[NH4+].N(S(=O)(=O)[O-])S(=O)(=O)[O-] Ammonium imidosulfonate